O=C(O)[C@@H](S)[C@@H](S)C(=O)O meso-2,3-diMercaptosuccinic acid